N1=NC(=NN=C1C=1C=CC(=C(C(=O)O)C1)O)C=1C=CC(=C(C(=O)O)C1)O 5,5'-(1,2,4,5-Tetrazine-3,6-diyl)bis(2-hydroxybenzoic acid)